C(C=C)(=O)O.CN1C(CCC1)=O N-methyl-pyrrolidone acrylate